C[C@@]12CCC/C(/[C@@H]2CC[C@@H]1[C@@H](CN1CCOCC1)C)=C\C=C1C[C@H](C[C@@H](C1)O)O (1R,3R)-5-(2-((1R,3aS,7aR,E)-7a-methyl-1-((S)-1-morpholinopropane-2-yl)-octahydro-4H-inden-4-ylidene)ethylidene)cyclohexane-1,3-diol